ClC1=CC=C(C=C1)C1=C(C(=NN1C1=C(C=C(C=C1)Cl)Cl)C(=O)NC=1C=C(C(=O)O)C=CC1F)C 3-(5-(4-chlorophenyl)-1-(2,4-dichlorophenyl)-4-methyl-1H-pyrazole-3-carboxamido)-4-fluorobenzoic acid